FC=1C=CC(=NC1)[C@@H](C)OC=1C=2N(C=C(C1)B1OC(C(O1)(C)C)(C)C)N=CC2C#N (R)-4-(1-(5-fluoropyridin-2-yl)ethoxy)-6-(4,4,5,5-tetramethyl-1,3,2-dioxaborolan-2-yl)pyrazolo[1,5-a]pyridine-3-carbonitrile